(S)-5-Bromo-3-(5-(2-ethylpiperazin-1-yl)pyridin-2-ylamino)-1-methyl-pyridin-2(1H)-one BrC=1C=C(C(N(C1)C)=O)NC1=NC=C(C=C1)N1[C@H](CNCC1)CC